C(CCCC)N1N=C2C3=C(CCC2=C1)C=C(C=C3)N 2-pentyl-4,5-dihydro-2H-benzo[g]Indazol-7-amine